[Si](O)(O)(O)O.[Si](O)(O)(O)O silicic acid ortho-silicate